ClC1=NC=C(C(=N1)C=1C=C(C(=CC1)C)C1=CC=CC=C1)Cl 2,5-dichloro-4-(6-methyl-[1,1'-biphenyl]-3-yl)pyrimidine